FC=1C(=NC=CC1)C1(CCC1)NC1=NC=C(C=N1)C1=CC(=NC=C1)C(=O)N 4-(2-{[(3-fluoro-2-pyridyl)cyclobutyl]amino}pyrimidin-5-yl)pyridine-2-carboxamide